(7-(1-benzylpiperidin-3-yl)-2-methylpyrazolo[1,5-a]pyrimidin-3-yl)-N-(((2R,6S)-2,6-dimethyltetrahydro-2H-pyran-4-yl)methyl)methylamine C(C1=CC=CC=C1)N1CC(CCC1)C1=CC=NC=2N1N=C(C2N(CC2C[C@H](O[C@H](C2)C)C)C)C